C(C)(C)NC(=O)C1CNCCO1 N-isopropylmorpholine-2-carboxamide